2-phenylethyl-amine hydroiodide I.C1(=CC=CC=C1)CCN